[Li].[C].F[Li] fluorolithium carbon lithium